O1COC2=C1C=CC(=C2)NC2=NC(=NC=C2C(F)(F)F)N N4-(benzo[d][1,3]dioxol-5-yl)-5-(trifluoromethyl)pyrimidine-2,4-diamine